COC=1C=C(C=CC1)NC=1C=2N(C3=C(N1)C=CN=C3)C=NC2C(=O)O 4-((3-methoxyphenyl)amino)imidazo[1,5-a]pyrido[4,3-e]pyrazine-3-carboxylic acid